6-(6-{1-[(2-Chlorophenyl)methyl]piperidin-4-yl}-3,6-diazabicyclo[3.2.2]nonan-3-yl)-N-(pyridin-4-yl)pyridine-2-carboxamide ClC1=C(C=CC=C1)CN1CCC(CC1)N1C2CN(CC(C1)CC2)C2=CC=CC(=N2)C(=O)NC2=CC=NC=C2